CC(C(=O)N)(C=CC1=CC=CC=C1)C 2,2-dimethyl-4-phenylbut-3-enamide